4,6-dimethyl-N-(2-(piperazin-1-yl)phenyl)pyrimidin-2-amine CC1=NC(=NC(=C1)C)NC1=C(C=CC=C1)N1CCNCC1